6-(4-amino-2,6-dichlorophenoxy)-2-(4-chlorobenzyl)-3,4-dihydro-isoquinolin-1(2H)-one NC1=CC(=C(OC=2C=C3CCN(C(C3=CC2)=O)CC2=CC=C(C=C2)Cl)C(=C1)Cl)Cl